(1r,4r)-4-((tert-butoxycarbonyl)amino)cyclohexyl 6-(N-(tert-butoxycarbonyl)carbamimidoyl)-1-(naphthalen-1-ylmethyl)-1H-indole-2-carboxylate C(C)(C)(C)OC(=O)NC(=N)C1=CC=C2C=C(N(C2=C1)CC1=CC=CC2=CC=CC=C12)C(=O)OC1CCC(CC1)NC(=O)OC(C)(C)C